C1(CC1)NCC=1C(N(S(N(C1)C)(=O)=O)C)C1=CC=CC=C1 4-((Cyclopropylamino)methyl)-2,6-dimethyl-3-phenyl-3,6-dihydro-2H-1,2,6-thiadiazine 1,1-dioxide